(S)-2-methyl-5-(4,5,5,5-tetrafluoro-4-(trifluoromethyl)pent-1-en-2-yl)cyclohex-2-en-1-one CC=1C(C[C@H](CC1)C(=C)CC(C(F)(F)F)(C(F)(F)F)F)=O